N-(3-amino-5-chlorophenyl)-5-chloro-2-(1,1-dioxidoisothiazolidin-2-yl)isonicotinamide NC=1C=C(C=C(C1)Cl)NC(C1=CC(=NC=C1Cl)N1S(CCC1)(=O)=O)=O